methyl 2-(3-isopropoxy-4-nitro-pyrazol-1-yl)-2-methyl-propanoate C(C)(C)OC1=NN(C=C1[N+](=O)[O-])C(C(=O)OC)(C)C